COC(=O)C1=CC=2N(C=C1C1=CC(=NC=C1OC)C(F)F)N=CN2 6-(2-(difluoromethyl)-5-methoxypyridin-4-yl)-[1,2,4]triazolo[1,5-a]pyridine-7-carboxylic acid methyl ester